di-aminostilbenedisulfonate disodium [Na+].[Na+].NC(=C(C1=C(C(=CC=C1)S(=O)(=O)[O-])S(=O)(=O)[O-])N)C1=CC=CC=C1